CN1N=CC(=C1)OC[C@H]1N(CC1)C(=O)OC(C)(C)C (S)-tert-butyl 2-(((1-methyl-1H-pyrazol-4-yl)oxy)methyl)azetidine-1-carboxylate